(2-((3S,4R)-3-fluoro-4-methoxypiperidin-1-yl)pyrimidin-4-yl)-5-isopropyl-8-((2R,3S)-2-methyl-3-((methylsulfonyl)methyl)azetidin-1-yl)isoquinolin-3-amine F[C@H]1CN(CC[C@H]1OC)C1=NC=CC(=N1)C1=NC(=CC2=C(C=CC(=C12)N1[C@@H]([C@H](C1)CS(=O)(=O)C)C)C(C)C)N